7-chloro-8-methyl-4-oxo-4H-pyrimido[1,2-b]Pyridazine-2-carboxylic acid ethyl ester C(C)OC(=O)C=1N=C2N(N=C(C(=C2)C)Cl)C(C1)=O